sulfonylbis(4-nitropyrazole) S(=O)(=O)(C1=NNC=C1[N+](=O)[O-])C1=NNC=C1[N+](=O)[O-]